(2S)-2-Amino-4,4-dimethyl-N-[3-methyl-4-(2-methyl-1H-pyrrolo[2,3-b]pyridin-4-yl)phenyl]pentanamide N[C@H](C(=O)NC1=CC(=C(C=C1)C1=C2C(=NC=C1)NC(=C2)C)C)CC(C)(C)C